dipentyl 4,5-dimethylphthalate CC=1C=C(C(C(=O)OCCCCC)=CC1C)C(=O)OCCCCC